OCCOC1=NC(=C2C(=N1)N(N=C2)C)NCC2=CC=C(C=C2)S(=O)(=O)N 4-((6-(2-Hydroxyethoxy)-1-methyl-1H-pyrazolo[3,4-d]pyrimidin-4-yl)aminomethyl)-benzenesulfonamide